C(C)(C)C1N2C(C3=CC=CC=C3C1)=CC(C(=C2)C(=O)O)=O 6-isopropyl-2-oxo-6,7-dihydro-2H-pyrido[2,1-a]isoquinoline-3-carboxylic acid